NC1=CC=CC(=N1)S(=O)(=O)NC(=O)C=1C(=NC(=CC1)C1=CC(=CC(=C1)OCC(C)C)F)N1C(CCC1)(C)CC1=CC=CC=C1 N-[(6-Amino-2-pyridyl)sulfonyl]-2-(2-benzyl-2-methylpyrrolidin-1-yl)-6-(3-fluoro-5-isobutoxyphenyl)pyridin-3-carboxamid